NCCC1=CC=C(C(=O)N)C=C1 4-(2-aminoethyl)benzamide